FC(C(=O)NNC(NC)=S)(F)C1(CC1)C=1C=C(C=CC1)NC(OC(C)(C)C)=O tert-butyl (3-(1-(1,1-difluoro-2-(2-(methylcarbamothioyl)hydrazinyl)-2-oxoethyl)cyclopropyl)phenyl)carbamate